1-(3,5-dimethylphenyl)-4,6-diisobutylisoquinoline CC=1C=C(C=C(C1)C)C1=NC=C(C2=CC(=CC=C12)CC(C)C)CC(C)C